tert-butyl (exo)-3-{methyl[8-(pyrazol-1-yl)-6H-isochromeno[3,4-b]pyridin-3-yl]amino}-8-azabicyclo[3.2.1]octane-8-carboxylate CN(C1CC2CCC(C1)N2C(=O)OC(C)(C)C)C2=CC=C1C(=N2)OCC=2C=C(C=CC21)N2N=CC=C2